3-(3-benzylphenyl)isoxazol-5-amine C(C1=CC=CC=C1)C=1C=C(C=CC1)C1=NOC(=C1)N